N[C@@H](CCCNC(N)=N)C(=O)NCC(=O)N[C@@H](CO)C(=O)O L-arginyl-glycyl-L-serine